C(C1=CC=CC=C1)N1CCC(CC1)NC(CCCC1=NN=C2N1N=C(C=C2)Cl)=O N-(1-benzylpiperidin-4-yl)-4-(6-chloro-[1,2,4]triazolo[4,3-b]pyridazin-3-yl)butanamide